2-NAPHTHYL ISOCYANIDE C1=C(C=CC2=CC=CC=C12)[N+]#[C-]